ClC1=CC=C(CNC(=O)C2NCCN(C2)C=2C=3C(N=CN2)=NN(C3)C3=CC=C(C=C3)C)C=C1 N-(4-chlorobenzyl)-4-(2-(p-tolyl)-2H-pyrazolo[3,4-d]pyrimidin-4-yl)piperazine-2-carboxamide